N-(bicyclo[1.1.1]pentan-1-yl)-4-hydroxy-1-(2-morpholinoethyl)-2-oxo-1,2-dihydro-1,8-naphthyridine-3-carboxamide C12(CC(C1)C2)NC(=O)C=2C(N(C1=NC=CC=C1C2O)CCN2CCOCC2)=O